CO[Si](OC)(OC)CCCC1=C(O)C(=CC(=C1O)CC1=CC=CC=C1)CC1=CC=CC=C1 2-[(trimethoxysilyl)propyl]dibenzylresorcinol